5-[(4R,9aS)-8-[2-[6-[(3R,4R)-3-amino-4-fluoro-pyrrolidin-1-yl]-3-pyridyl]ethyl]-4-methyl-3,4,6,7,9,9a-hexahydro-1H-pyrazino[1,2-a]pyrazin-2-yl]quinoline-8-carbonitrile N[C@@H]1CN(C[C@H]1F)C1=CC=C(C=N1)CCN1C[C@@H]2N([C@@H](CN(C2)C2=C3C=CC=NC3=C(C=C2)C#N)C)CC1